2-[(4-chlorophenyl)methyl]-2-azaspiro[3.3]heptan-6-yl (2R)-2-methyl-4-[5-(trifluoromethyl)pyrazin-2-yl]piperazine-1-carboxylate C[C@H]1N(CCN(C1)C1=NC=C(N=C1)C(F)(F)F)C(=O)OC1CC2(CN(C2)CC2=CC=C(C=C2)Cl)C1